NC1=NC2=CC=C(C=C2C=N1)C=1C(=C(C=CC1F)NS(=O)(=O)C1=C(C=C(C=C1)Cl)Cl)F N-(3-(2-aminoquinazolin-6-yl)-2,4-difluorophenyl)-2,4-dichlorobenzenesulfonamide